C(C)(C)(C)OC(NC1CCC(CC1)CN1C[C@@H](CC1)N1CCNCC1)=O [4-[[(3R)-3-piperazin-1-yl-pyrrolidin-1-yl]methyl]cyclohexyl]carbamic acid tert-butyl ester